N-(1-Amino-4b-hydroxy-7-isopropoxy-10-oxo-4b,10-dihydro-9bH-indeno[1,2-b]benzofuran-9b-yl)-3-methyl-5-((4-methylpiperazin-1-yl)sulfonyl)-1H-pyrrole-2-carboxamide NC1=C2C(C3(C(OC4=C3C=CC(=C4)OC(C)C)(C2=CC=C1)O)NC(=O)C=1NC(=CC1C)S(=O)(=O)N1CCN(CC1)C)=O